C1=CC=NC(=C1)COC2=C(C=C(C=C2)[N+](=O)[O-])Cl 3-chloro-4-(2-pyridylmethoxy)nitrobenzene